(S)-2-(cyanomethyl)-4-{7-benzyl-2-[((R)-1-methylpyrrolidin-2-yl)methoxy]-5,6,7,8-tetrahydropyrido[3,4-d]pyrimidin-4-yl}piperazine-1-carboxylic acid tert-butyl ester C(C)(C)(C)OC(=O)N1[C@H](CN(CC1)C=1C2=C(N=C(N1)OC[C@@H]1N(CCC1)C)CN(CC2)CC2=CC=CC=C2)CC#N